tert-butyl 3-(5-(3-cyano-6-(2-hydroxy-2-methylpropyloxy) pyrazolo[1,5-a]pyridin-4-yl) pyridin-2-yl)-3,6-diazabicyclo[3.1.1]heptane-6-carboxylate C(#N)C=1C=NN2C1C(=CC(=C2)OCC(C)(C)O)C=2C=CC(=NC2)N2CC1N(C(C2)C1)C(=O)OC(C)(C)C